benzoic acid-(4-guanidino)-butyl ester N(C(=N)N)CCCCOC(C1=CC=CC=C1)=O